(2-amino ethyl)-1,2-phenylene bis(dimethyl carbamate) CN(C(OC1=C(C(=CC=C1)CCN)OC(N(C)C)=O)=O)C